6-((1-((1-(2-((tert-butoxycarbonyl)(methyl)amino)ethoxy)-2-methylpropan-2-yl)sulfonyl)cyclopropyl)methyl)-1-methyl-7-oxo-4,5,6,7-tetrahydro-1H-pyrazolo[3,4-c]pyridine-3-carboxylic acid C(C)(C)(C)OC(=O)N(CCOCC(C)(C)S(=O)(=O)C1(CC1)CN1C(C2=C(CC1)C(=NN2C)C(=O)O)=O)C